2-((S)-1-acryloyl-4-(6-((R)-1,2-dihydroacenaphthylen-1-yl)-2-(((S)-1-methylpyrrolidin-2-yl)methoxy)-6,7-dihydro-5H-pyrrolo[3,4-d]pyrimidin-4-yl)piperazin-2-yl)acetonitrile C(C=C)(=O)N1[C@H](CN(CC1)C=1C2=C(N=C(N1)OC[C@H]1N(CCC1)C)CN(C2)[C@@H]2CC1=CC=CC3=CC=CC2=C13)CC#N